4-(4-methylsulfanyl-2-oxo-3H-benzimidazol-1-yl)piperidine-1-carboxylic acid tert-butyl ester C(C)(C)(C)OC(=O)N1CCC(CC1)N1C(NC2=C1C=CC=C2SC)=O